C1(=CC=CC=C1)C=1N=CC(=NC1C1=CC=CC=C1)N1CC(CC1)OCCOCC(=O)O 2-(2-((1-(5,6-diphenyl-pyrazin-2-yl)pyrrolidin-3-yl)oxy)ethoxy)acetic acid